ClC1=NC=C(C(=O)O)C(=C1)NC1CCC(CC1)N1N=C(C=C1)C(F)F 6-chloro-4-(((1r,4r)-4-(3-(difluoromethyl)-1H-pyrazol-1-yl)cyclohexyl)amino)nicotinic acid